C(CCCCCCCCC)(=O)OC(COC(CCC1CC2CCCCC2C1)=O)C(C(COC(CCC1CC2CCCCC2C1)=O)OC(CCCCCCCCC)=O)OCCCN(C)C 3-(3-(dimethylamino)propoxy)-1,5-bis((3-(octahydro-1H-inden-2-yl)propanoyl)oxy)pentane-2,4-diyl bis(decanoate)